(6R)-6-[(1R,3aS,3bS,5aR,6R,7S,9aR,9bS,11aR)-6,7-Diacetoxy-9a,11a-dimethyl-4-oxohexadecahydro-1H-cyclopenta[1,2-a]phenanthren-1-yl]-2-methylheptan-2-yl acetate C(C)(=O)OC(C)(CCC[C@@H](C)[C@H]1CC[C@@H]2[C@@]1(CC[C@@H]1[C@]3(CC[C@@H]([C@@H]([C@@H]3CC([C@@H]21)=O)OC(C)=O)OC(C)=O)C)C)C